3-oxo-propionic acid ethyl ester sodium salt [Na].C(C)OC(CC=O)=O